NCCOCCN1CC(CC1)C(=O)NC=1N=C(SC1)C1=CC(=C(C=C1)Cl)Cl 1-(2-(2-aminoethoxy)ethyl)-N-(2-(3,4-dichlorophenyl)thiazol-4-yl)pyrrolidine-3-carboxamide